1-Methyl-3-hydroxypyrrolidine CN1CC(CC1)O